2-[2-(aminomethyl)-3,3-difluoro-allyl]-5-methyl-4-[[5-(4-methylsulfonylphenyl)-2-thienyl]methyl]-1,2,4-triazol-3-one trifluoroacetate FC(C(=O)O)(F)F.NCC(CN1N=C(N(C1=O)CC=1SC(=CC1)C1=CC=C(C=C1)S(=O)(=O)C)C)=C(F)F